CN1N=CC=C1CCOC1=NC=CC(=C1)C1=NOC(=N1)C(F)(F)F 2-[2-(1-methyl-1H-pyrazol-5-yl)ethoxy]-4-[5-(trifluoromethyl)-1,2,4-oxadiazol-3-yl]pyridine